triallyl mellitate C(C1=C(C(=O)[O-])C(C(=O)[O-])=C(C(=O)[O-])C(C(=O)OCC=C)=C1C(=O)OCC=C)(=O)OCC=C